Cl.FC(C=1C=NC(=NC1)N1CCN(CC1)C=O)(F)F 4-(5-(trifluoromethyl)pyrimidin-2-yl)piperazine-1-methanone hydrochloride